The molecule is a member of the class of formamidines that is N-methylimidoformamide in which the hydrogen attached to the nitrogen atom has been replaced by a 2,4-dimethylphenyl group. It is a metabolite of the insecticide amitraz. It has a role as a marine xenobiotic metabolite. It is a member of benzenes and a member of formamidines. CC1=CC(=C(C=C1)NC=NC)C